5-(2-amino-2-oxoethyl)-3-chloro-6-fluoro-1H-indole-1-carboxylate NC(CC=1C=C2C(=CN(C2=CC1F)C(=O)[O-])Cl)=O